4,6-dichloropyridazine-3-carbonitrile ClC1=C(N=NC(=C1)Cl)C#N